13-(3-(3-fluoro-4-(trifluoromethyl)phenyl)ureido)tridecanoic acid FC=1C=C(C=CC1C(F)(F)F)NC(NCCCCCCCCCCCCC(=O)O)=O